(dimethyl-1-yl)silane C=[Si]=C